CC1=C(C(NC(=C1)C)=O)CNC(=O)C=1C=C(C=C(C1C)N(C1CCOCC1)CC)C1=CC=C(C=C1)CN1CCOCC1 N-[(4,6-dimethyl-2-oxo-1,2-dihydropyridin-3-yl)methyl]-5-[ethyl-(tetrahydro-2H-pyran-4-yl)amino]-4-methyl-4'-morpholinomethyl-(1,1'-biphenyl)-3-carboxamide